N-((1S,3R)-3-(4-(chloromethyl)pyrimidin-2-yl)-3-((4',6-difluoro-2'-hydroxy-[1,1'-biphenyl]-3-yl)methyl)cyclopentyl)methanesulfonamide ClCC1=NC(=NC=C1)[C@@]1(C[C@H](CC1)NS(=O)(=O)C)CC=1C=C(C(=CC1)F)C1=C(C=C(C=C1)F)O